FC(C1=NC=NC(=N1)N)(F)F 6-(trifluoromethyl)-1,3,5-triazin-2-amine